FC1=C(C=CC(=C1F)OC)B(O)O (2,3-difluoro-4-methoxyphenyl)boronic acid